3-(4-bromo-2-chloro-phenyl)-1-(2-trimethylsilylethoxymethyl)piperidine-2,6-dione BrC1=CC(=C(C=C1)C1C(N(C(CC1)=O)COCC[Si](C)(C)C)=O)Cl